[N+](=O)(OO)[O-].[Cu] Copper Hydroxy Nitrate